2-((2-(2-fluorophenyl)-5H-imidazo[4,5-c]pyridin-5-yl)methyl)-6-methylbenzo[d]thiazole FC1=C(C=CC=C1)C=1N=C2C(=CN(C=C2)CC=2SC3=C(N2)C=CC(=C3)C)N1